3-(7-((tert-butyldiphenylsilyl)oxy)heptyl)dodecane-1-ol [Si](C1=CC=CC=C1)(C1=CC=CC=C1)(C(C)(C)C)OCCCCCCCC(CCO)CCCCCCCCC